3-(3-(4-(Aminomethyl)phenyl)-3H-imidazo[4,5-b]pyridin-2-yl)pyridin NCC1=CC=C(C=C1)N1C(=NC=2C1=NC=CC2)C=2C=NC=CC2